(S)-2-((4-(2,3-bis(benzyloxy)phenyl)-5,6-dihydro-1,2,4-triazin-1(4H)-yl)methyl)-1-(oxetan-2-ylmethyl)-1H-benzo[d]Imidazole-6-carboxylic acid methyl ester COC(=O)C=1C=CC2=C(N(C(=N2)CN2N=CN(CC2)C2=C(C(=CC=C2)OCC2=CC=CC=C2)OCC2=CC=CC=C2)C[C@H]2OCC2)C1